BrC=1C=C2CCC=C(C2=CC1)C(=O)N 6-bromo-3,4-dihydronaphthalene-1-carboxamide